NC1=C(C=C(C=N1)NC(C(=O)N1[C@H](CC[C@@H](C1)C)C1=CC=C(C=C1)F)=O)OC N-(6-amino-5-methoxy-3-pyridyl)-2-[(2R,5S)-2-(4-fluorophenyl)-5-methyl-1-piperidyl]-2-oxo-acetamide